dodecan-4,11-dien-1-ol C(CCC=CCCCCCC=C)O